CC1(O[C@H]2[C@@H](O1)C(C[C@@H]2C=C2CC(C2)C(=O)OC)=O)C methyl 3-{[(3aR,4R,6aR)-2,2-dimethyl-6-oxo-tetrahydrocyclopenta[d][1,3]dioxol-4-yl]methylidene}cyclobutane-1-carboxylate